3-(5-(1-(Difluoromethyl)-5-phenyl-1H-pyrazol-3-yl)-1-oxoisoindolin-2-yl)piperidine-2,6-dione FC(N1N=C(C=C1C1=CC=CC=C1)C=1C=C2CN(C(C2=CC1)=O)C1C(NC(CC1)=O)=O)F